O1[13C](=CC(=O)C2=CC=CC=C12)C1=CC=CC=C1 flavone-13C